ClC1=CN=C(S1)NC(C(C1=CC=C(C=C1)C=1N=NN(N1)C)C1CC(CC1)(F)F)=O N-(5-Chlorothiazol-2-yl)-2-(3,3-difluorocyclopentyl)-2-(4-(2-methyl-2H-tetrazol-5-yl)phenyl)acetamide